methyl 4-(tert-butoxycarbonylamino)-2-oxabicyclo[2.1.1]hexane-1-carboxylate C(C)(C)(C)OC(=O)NC12COC(C1)(C2)C(=O)OC